((4-nitrophenyl)sulfonyloxy)-3-phenylpropanoate [N+](=O)([O-])C1=CC=C(C=C1)S(=O)(=O)OC(C(=O)[O-])CC1=CC=CC=C1